COC1=CC=C(CN(C=2C=3N(C=C(N2)C=2C=C(C#N)C=CC2)N=C(N3)CC3=C(C=CC=C3F)Cl)CC3=CC=C(C=C3)OC)C=C1 3-(8-(bis(4-methoxybenzyl)amino)-2-(2-chloro-6-fluorobenzyl)-[1,2,4]triazolo[1,5-a]pyrazin-6-yl)benzonitrile